OC(CC(=O)O)C (D)-BETA-HYDROXYBUTYRIC ACID